[N+](=O)([O-])C1=CC=C(C(=O)NNC2=CC=CC=C2)C=C1 4-nitro-N'-phenylbenzohydrazide